2-hydroxy-methyl-4-furanone OC=1OCC(C1C)=O